2-isopropyl-3,3-dimethylpentanoic acid C(C)(C)C(C(=O)O)C(CC)(C)C